C1(CC1)NC=1C=C(C=NC1)C(=O)NC1=C(C=CC(=C1)C(N[C@@H]1[C@H](CCCC1)O)=O)C 5-(Cyclopropylamino)-N-(5-{[(1S,2S)-2-hydroxycyclohexyl]carbamoyl}-2-methylphenyl)pyridine-3-carboxamide